FC(C(=O)O)(F)F.NC1=NC=CC2=C1N=C(N=C2)C=2C=C(C=C(C2)C)C#C[C@]2(C(N(CC2)C)=O)O (R)-3-((3-(8-aminopyrido[3,4-d]pyrimidin-2-yl)-5-methylphenyl)ethynyl)-3-hydroxy-1-methylpyrrolidin-2-one trifluoroacetate